(1S,3S)-3-((6-(1-methyl-5-(((4-(pyridin-2-yl)pyrimidin-2-yl)amino)methyl)-1H-1,2,3-triazol-4-yl)pyridin-3-yl)oxy)cyclohexane-1-carboxylic acid CN1N=NC(=C1CNC1=NC=CC(=N1)C1=NC=CC=C1)C1=CC=C(C=N1)O[C@@H]1C[C@H](CCC1)C(=O)O